SC1=CC=C(C=C1)/C=C/C(=O)OCC(CCCC)CC 2-ethylhexyl (E)-3-(4-mercaptophenyl)-acrylate